O=C1N(C=CC2=C(C=NC=C12)C1=CC=CC=C1)CC=1N=C2N(C=C(C=C2)CNC(C2=CC=CC=C2)=N)C1 N-((2-((1-oxo-5-phenyl-2,7-naphthyridin-2(1H)-yl)methyl)imidazo[1,2-a]pyridin-6-yl)methyl)benzimidamide